FC=1C=2C[C@@H]3N(CC2C=C(C1)C(=O)NO)CCCC3 (R)-10-fluoro-N-hydroxy-1,3,4,6,11,11a-hexahydro-2H-pyrido[1,2-b]isoquinoline-8-carboxamide